hydroxymethyl-N-(1-((R or S)-1-(6-methyl-5-((1R,5S)-2-oxo-3-azabicyclo[3.1.0]hexan-3-yl)pyrazin-2-yl)ethyl)-1H-pyrazol-4-yl)pyrazine-2-carboxamide OCC=1C(=NC=CN1)C(=O)NC=1C=NN(C1)[C@H](C)C1=NC(=C(N=C1)N1C([C@@H]2C[C@@H]2C1)=O)C |o1:16|